N1=CC=C(C=C1)CC1COC2=CC=CC=C2C1=O 3-(pyridin-4-ylmethyl)chroman-4-one